C(C1=CC=CC=C1)OC(N[C@@H]1/C(/NC[C@H]1C1=CC=C(C=C1)OC)=N/OC)=O |o1:10,14| [(3S*,4R*,Z)-2-(Methoxyimino)-4-(4-methoxyphenyl)pyrrolidin-3-yl]carbamic Acid Benzyl Ester